N=1C=CN2N=C(C=CC21)C2=CNC=1N=C(N=C(C12)OC)N[C@@H](COC)C (R)-5-(Imidazo[1,2-b]pyridazin-6-yl)-4-methoxy-N-(1-methoxypropan-2-yl)-7H-pyrrolo[2,3-d]pyrimidin-2-amine